5-benzyl-2-aminothiazole C(C1=CC=CC=C1)C1=CN=C(S1)N